C(C(C)C)C1=CC=C(C=C1)[C@@H](C(=O)O)C (2S)-2-(4-isobutylphenyl)propionic acid